N-(1-hydroxy-3,3-dimethyl-1,3-dihydrobenzo[c][1,2]oxaborole-7-carbonyl)-N-(2-(1-hydroxy-3,3-dimethyl-1,3-dihydrobenzo[c][1,2]oxaborole-7-carboxamido)ethyl)glycine OB1OC(C2=C1C(=CC=C2)C(=O)N(CC(=O)O)CCNC(=O)C2=CC=CC1=C2B(OC1(C)C)O)(C)C